N1=CC(=CC2=CC=CC=C12)C(=O)NC=1C=C(C(=O)O)C=CC1 3-(quinoline-3-carboxamido)benzoic acid